(thiophen-2-yl)-1,2,4-triazine S1C(=CC=C1)C=1N=NC=CN1